5-bromo-2-chloroaniline BrC=1C=CC(=C(N)C1)Cl